C1(CC1)NC1=NC(=NC(=C1)N1C[C@H](OCC1)C1=CC=CC=C1)N |r| (R/S)-N4-cyclopropyl-6-(2-phenylmorpholino)pyrimidine-2,4-diamine